Tert-butyl N-[4-[[5-(3,6-dihydro-2H-pyran-4-yl)-7-(2-trimethylsilylethoxymethyl)pyrrolo[2,3-d]pyrimidin-4-yl]amino]cyclohexyl]carbamate O1CCC(=CC1)C1=CN(C=2N=CN=C(C21)NC2CCC(CC2)NC(OC(C)(C)C)=O)COCC[Si](C)(C)C